[1-(2,5-difluoro-4-methoxy-phenyl)-1H-[1,2,3]Triazol-4-yl]-methanol FC1=C(C=C(C(=C1)OC)F)N1N=NC(=C1)CO